C(C=C)(=O)N1CCC(CC1)N1C(N(C2=CC=C(C=C2C1=O)S(=O)(=O)NC1(CC1)C)CC1CC1)=O 3-(1-acryloylpiperidin-4-yl)-1-(cyclopropylmethyl)-N-(1-methylcyclopropyl)-2,4-dioxo-1,2,3,4-tetrahydroquinazoline-6-sulfonamide